NC1=NC=C(C2=C1C=NN2)NC(C(N2[C@@H](CC[C@@H](C2)C)C=2N(N=CC2)CC)=O)=O |r| N-(4-Amino-1H-pyrazolo[4,3-c]pyridin-7-yl)-2-oxo-2-[rac-(2S,5S)-2-(2-ethylpyrazol-3-yl)-5-methyl-1-piperidyl]acetamide